deaza-cytosine C1C(=O)N=C(N)C=C1